C(C(C)C)ONC(C1=CC=CC=C1)=O N-isobutoxybenzamide